C(C1=CC=CC=C1)N1C[C@@H](CC1)[C@H]1CC(=NO1)Br (5R)-5-[(3R)-1-benzylpyrrolidin-3-yl]-3-bromo-4,5-dihydroisoxazole